3-fluoro-2-(tributylstannyl)pyridine FC=1C(=NC=CC1)[Sn](CCCC)(CCCC)CCCC